CN1C(=NC(=C1)C(F)(F)F)C1=CC=C(C=C1)CC(=O)N 2-(4-(1-methyl-4-(trifluoromethyl)-1H-imidazol-2-yl)phenyl)acetamide